C(C=C(C)CCC=C(C)CCC=C(C)C)OP([O-])(=O)OP(=O)([O-])[O-] 2-trans-6-trans-farnesyl-diphosphate